bis(tert-butyl-peroxy)-cyclohexane C(C)(C)(C)OOC1(CCCCC1)OOC(C)(C)C